NC1=CC(=NC=N1)C=1C=C(C=C(C1)Cl)[C@H]1N(CC(OC1)(C)C)C(C=C)=O (R)-1-(5-(3-(6-aminopyrimidin-4-yl)-5-chlorophenyl)-2,2-dimethylmorpholino)prop-2-en-1-one